tert-butyl cyclopropyl(1-(7-((8-fluoro-2-methylimidazo[1,2-a]pyridin-6-yl)-carbamoyl)-benzo[d][1,3]dioxol-4-yl)pyrrolidin-3-yl)carbamate C1(CC1)N(C(OC(C)(C)C)=O)C1CN(CC1)C1=CC=C(C=2OCOC21)C(NC=2C=C(C=1N(C2)C=C(N1)C)F)=O